1-[3-acetyl-6-[5-[(1,1-dioxo-1,2-thiazolidin-2-yl)methyl]benzimidazol-1-yl]-2-pyridyl]-5-methyl-pyrazole-3-carbonitrile C(C)(=O)C=1C(=NC(=CC1)N1C=NC2=C1C=CC(=C2)CN2S(CCC2)(=O)=O)N2N=C(C=C2C)C#N